N2-(2-benzyl-4-phenylbutanoyl)-N6-(tert-butoxycarbonyl)-N-(2-carbamoylcyclohexyl)-L-lysinamide C(C1=CC=CC=C1)C(C(=O)N[C@@H](CCCCNC(=O)OC(C)(C)C)C(=O)NC1C(CCCC1)C(N)=O)CCC1=CC=CC=C1